1-phenylbutane-3-en-1-one C1(=CC=CC=C1)C(CC=C)=O